ClC=1C=NN(C1)C1=CC=C(N=N1)C(=O)N1C2CN(CC1CC2)C2=NC(=CC(=N2)C)NC2=NNC(=C2)C (6-(4-chloro-1H-pyrazol-1-yl)pyridazin-3-yl)(3-(4-methyl-6-((5-methyl-1H-pyrazol-3-yl)amino)pyrimidin-2-yl)-3,8-diazabicyclo[3.2.1]octane-8-yl)methanone